(S)-2-(((3-butyl-3-methyl-7-(methylsulfanyl)-1,1-dioxido-5-phenyl-2,3,4,5-tetrahydro-1,5-benzothiazepin-8-yl)methyl)thio)acetic acid C(CCC)[C@@]1(CS(C2=C(N(C1)C1=CC=CC=C1)C=C(C(=C2)CSCC(=O)O)SC)(=O)=O)C